O[C@H]1C[C@@H](C[C@@H]1N(S(=O)(=O)C1=C(C=CC=C1)[N+](=O)[O-])C)NC(OCC1=CC=CC=C1)=O Benzyl {(1R,3S,4S)-3-hydroxy-4-[methyl(2-nitrobenzene-1-sulfonyl)amino]cyclopentyl}carbamate